C=C1COC(OC1)=O 5-methylene-1,3-dioxane-2-one